C1(CC1)[C@H](C(=O)O)COC1=CC2=C(N(C[C@H](N(S2(=O)=O)C)CCC(C)(F)F)C2=CC=CC=C2)C=C1C(F)(F)F (S)-2-cyclopropyl-3-(((R)-3-(3,3-difluorobutyl)-2-methyl-1,1-dioxido-5-phenyl-7-(trifluoromethyl)-2,3,4,5-tetrahydrobenzo[f][1,2,5]thiadiazepin-8-yl)oxy)propanoic acid